1-(2,6-Dioxopiperidin-3-yl)-3,3-dimethyl-2-oxoindoline-5-carbaldehyde O=C1NC(CCC1N1C(C(C2=CC(=CC=C12)C=O)(C)C)=O)=O